6-chloro-2-(p-tolyl)-2H-indazole ClC=1C=CC2=CN(N=C2C1)C1=CC=C(C=C1)C